(±)-1-acetyl-N-benzyl-3-methylene-2-(pyridin-2-yl)indoline-2-carboxamide C(C)(=O)N1[C@@](C(C2=CC=CC=C12)=C)(C(=O)NCC1=CC=CC=C1)C1=NC=CC=C1 |r|